FC1=C(C(=C(C=C1OC)OC)F)N1C(C(C=2C3=C(N=CC2C1)NC(=C3)CN3CCOCC3)(C)C)=O 7-(2,6-difluoro-3,5-dimethoxyphenyl)-9,9-dimethyl-2-(morpholin-4-ylmethyl)-3,6,7,9-tetrahydro-8H-pyrrolo[2,3-c]-2,7-naphthyridin-8-one